4-n-butylcyclohexane-1,2-dicarboxylic acid hydroxyaluminum salt O[Al+2].C(CCC)C1CC(C(CC1)C(=O)[O-])C(=O)[O-]